(5-{3-[(4-chlorobenzyl)oxy]benzylidene}-4-oxo-2-thioxo-1,3-thiazolidin-3-yl)acetic acid ClC1=CC=C(COC=2C=C(C=C3C(N(C(S3)=S)CC(=O)O)=O)C=CC2)C=C1